2-{(biphenyl-4-yl)-phenylamino}-4''-bromo-1,1':4',1''-terphenyl C1(=CC=C(C=C1)N(C1=C(C=CC=C1)C1=CC=C(C=C1)C1=CC=C(C=C1)Br)C1=CC=CC=C1)C1=CC=CC=C1